[N+](=O)([O-])C=1C=CC(=C(C(=O)O)C1)SC1=NN=NN1CC(F)(F)F 5-nitro-2-{[1-(2,2,2-trifluoroethyl)-1H-1,2,3,4-tetrazol-5-yl]sulfanyl}benzoic acid